C1(CC1)N1CCN(CC1)C1=CCC1 (4-cyclopropylpiperazin-1-yl)cyclobutene